5-(2-((3-((2-fluorobenzyl)oxy)-3-phenylpropyl)sulfonyl)-6-methylpyrimidin-4-yl)-1-((1-methyl-1H-benzo[d]imidazol-6-yl)methyl)pyridin-2(1H)-one FC1=C(COC(CCS(=O)(=O)C2=NC(=CC(=N2)C=2C=CC(N(C2)CC=2C=CC3=C(N(C=N3)C)C2)=O)C)C2=CC=CC=C2)C=CC=C1